CC12OCC(C1)(C2)C=2N=C1N(C=C(C(=C1)OC1CC3(CC3)C1)C(=O)OC)C2 Methyl 2-(1-methyl-2-oxabicyclo[2.1.1]hexan-4-yl)-7-(spiro[2.3]hexan-5-yloxy)imidazo[1,2-a]pyridine-6-carboxylate